1,4-bis(n-octyloxycarbonyloxy)naphthalene C(CCCCCCC)OC(=O)OC1=CC=C(C2=CC=CC=C12)OC(=O)OCCCCCCCC